(R)-6-ethyl-5-(8-methoxy-[1,2,4]triazolo[1,5-a]pyridin-6-yl)-1-(1-neopentylpiperidin-3-yl)-1,3-dihydro-2H-benzo[d]imidazol-2-one C(C)C=1C(=CC2=C(N(C(N2)=O)[C@H]2CN(CCC2)CC(C)(C)C)C1)C=1C=C(C=2N(C1)N=CN2)OC